2-propoxythiazole-5-carboxamide C(CC)OC=1SC(=CN1)C(=O)N